methyl 6-(bicyclo[2.2.2]octan-1-ylcarbamoyl)-3-(9-((4-(((tert-butoxycarbonyl)amino)methyl)-2-methylphenyl)carbamoyl)-4,5-dihydrobenzo[b]thieno[2,3-d]oxepin-8-yl)picolinate C12(CCC(CC1)CC2)NC(=O)C2=CC=C(C(=N2)C(=O)OC)C=2C(=CC1=C(OCCC3=C1SC=C3)C2)C(NC2=C(C=C(C=C2)CNC(=O)OC(C)(C)C)C)=O